CC1=C(C(=CC(=C1)[N+](=O)[O-])C)N1CC(C1)N(C)C 1-(2,6-Dimethyl-4-nitrophenyl)-N,N-dimethylazetidin-3-amine